(2-amino-6-((2-methoxyphenyl)amino)pyrimidin-4-yl)(4-phenylpiperazin-1-yl)methanone NC1=NC(=CC(=N1)C(=O)N1CCN(CC1)C1=CC=CC=C1)NC1=C(C=CC=C1)OC